C(=O)(OCCOCC)OOC(=O)OCCOCC di(2-ethoxyethyl) peroxydicarbonate